6-(3-Cyano-3-methylazetidin-1-yl)-4-(6-(6-((6-methoxypyridin-3-yl)methyl)-3,6-Diazabicyclo[3.1.1]heptan-3-yl)pyridin-3-yl)pyrazolo[1,5-a]pyridine-3-carbonitrile C(#N)C1(CN(C1)C=1C=C(C=2N(C1)N=CC2C#N)C=2C=NC(=CC2)N2CC1N(C(C2)C1)CC=1C=NC(=CC1)OC)C